N-((4-cyanophenyl)sulfonyl)-N-phenylmethylacrylamide C(#N)C1=CC=C(C=C1)S(=O)(=O)N(C(C=C)=O)CC1=CC=CC=C1